(3aR,10aR)-N-(4-Fluoro-3-methylphenyl)-7-methyl-2-(oxazol-4-carbonyl)-2,3,3a,4,10,10a-hexahydro-1H,7H-dipyrrolo[3,4-b:3',4'-f][1,4,5]oxathiazocin-8-carboxamid-5,5-dioxid FC1=C(C=C(C=C1)NC(=O)C=1N(C=C2C1OC[C@H]1[C@@H](NS2(=O)=O)CN(C1)C(=O)C=1N=COC1)C)C